N-methoxy-N-methyl-5-(3-morpholinylpropyl)furan-2-carboxamide CON(C(=O)C=1OC(=CC1)CCCN1CCOCC1)C